Cl.Cl.FC(C1=NC=C(C=N1)[C@H](C)N)(F)F (S)-1-(2-(trifluoromethyl)pyrimidin-5-yl)ethan-1-amine dihydrochloride